N1(C=NC=C1)CN1C(CC(C1)C1=CC(=C(C(=C1)F)F)F)=O 1-(1H-imidazol-1-ylmethyl)-4-(3,4,5-trifluorophenyl)pyrrolidin-2-one